(S)-tert-Butyl 4-(5-chloro-2-hydroxybenzamido)-5-((2-chloro-4-nitrophenyl)amino)-5-oxopentanoate ClC=1C=CC(=C(C(=O)N[C@@H](CCC(=O)OC(C)(C)C)C(=O)NC2=C(C=C(C=C2)[N+](=O)[O-])Cl)C1)O